2-Chloro-5-{[(3-hydroxy-2,2-dimethylpropanoyl)amino]methyl}-N-[1-(5-methylpyridin-3-yl)-1H-indazol-4-yl]benzamide ClC1=C(C(=O)NC2=C3C=NN(C3=CC=C2)C=2C=NC=C(C2)C)C=C(C=C1)CNC(C(CO)(C)C)=O